FC1=C(C=C(C=C1)C1CCC(C2(CCCC2)C1)=O)C 9-(4-fluoro-3-methylphenyl)spiro[4.5]decan-6-one